(E)-1-(4-bromophenyl)-3-(2-hydroxyphenyl)prop-2-en-1-one BrC1=CC=C(C=C1)C(\C=C\C1=C(C=CC=C1)O)=O